2-morpholinyl-N,N-bis(2-hydroxypropyl)ethylamine N1(CCOCC1)CCN(CC(C)O)CC(C)O